I.FC1=C(C(=C2C=CNC2=C1F)SC)OC=1C=CC(=C(C1)C(=N)SC)F methyl 5-[(6,7-difluoro-4-methylsulfanyl-1H-indol-5-yl)oxy]-2-fluoro-benzenecarboximidothioate hydroiodide